FC(S(=O)(=O)N(C(C(F)(F)F)=O)S(=O)(=O)C(F)(F)F)(F)F bis(trifluoromethanesulfonyl)trifluoroacetamide